(S)-N-methyl-N-((R)-1-(1-oxo-1,2-dihydroisoquinolin-4-yl)ethyl)indoline-2-carboxamide CN(C(=O)[C@H]1NC2=CC=CC=C2C1)[C@H](C)C1=CNC(C2=CC=CC=C12)=O